N-((R)-1-hydroxypropan-2-yl)-2-methyl-6-(((3-(5-(((tetrahydro-2H-pyran-2-yl)oxy)methyl)isoxazol-3-yl)-[1,2,4]triazolo[3,4-a]phthalazin-6-yl)oxy)methyl)nicotinamide OC[C@@H](C)NC(C1=C(N=C(C=C1)COC1=NN2C(C3=CC=CC=C13)=NN=C2C2=NOC(=C2)COC2OCCCC2)C)=O